NC=1C=CC(=NC1C#N)N1CCN(CC1)C(=O)OC(C)(C)C tert-butyl 4-(5-amino-6-cyanopyridin-2-yl)piperazine-1-carboxylate